CN(C1CCC(CC1)NS(=O)(=O)C=1C=NC(=CC1)N1CCOCC1)CC1=CC=NC=C1 N-((1r,4r)-4-(Methyl(pyridin-4-ylmethyl)amino)cyclohexyl)-6-morpholinopyridine-3-sulfonamide